C(#N)C(C(=O)O[C@H](C)C1=CC=CC=C1)(COC(F)(F)F)C (R)-1-phenylethyl 2-cyano-2-methyl-3-(trifluoromethoxy)propanoate